[N+](=O)([O-])C[C@@H](C1=C(C(=CC=C1F)F)F)C(C(=O)OCC)C(=O)OCC diethyl (R)-2-(2-nitro-1-(2,3,6-trifluorophenyl)ethyl)malonate